6-[6-fluoro-4-(cis-1-methyl-3,3a,4,6,7,7a-hexahydro-2H-pyrrolo[3,2-c]pyridin-5-yl)-8-(methylamino)-9H-pyrido[2,3-b]indol-3-yl]-1-methyl-4-oxo-1,8-naphthyridine-3-carboxylic acid FC=1C=C2C3=C(NC2=C(C1)NC)N=CC(=C3N3C[C@H]1[C@@H](CC3)N(CC1)C)C=1C=C3C(C(=CN(C3=NC1)C)C(=O)O)=O